2-((2R,3S,4S,5R)-3-(3,4-difluoro-2-hydroxyphenyl)-4,5-dimethyl-5-(trifluoromethyl)tetrahydrofuran-2-yl)-4-oxo-1,4-dihydro-1,6-naphthyridine-5-carboxamide FC=1C(=C(C=CC1F)[C@H]1[C@@H](O[C@]([C@H]1C)(C(F)(F)F)C)C=1NC=2C=CN=C(C2C(C1)=O)C(=O)N)O